COCCNC(=O)C1C(N(C(C2=CC=CC=C12)=O)CC1=CC=C(C=C1)Cl)C1=CC2=CC=CC=C2C=C1 2-(4-Chloro-benzyl)-3-naphthalen-2-yl-1-oxo-1,2,3,4-tetrahydro-isoquinoline-4-carboxylic acid (2-methoxyethyl)-amide